C(C)OC(=O)C1(C(C=C(CC1)OCCC(=C)C)=O)C 1-methyl-4-((3-methylbut-3-en-1-yl)oxy)-2-oxocyclohex-3-en-1-carboxylic acid ethyl ester